O1C(=NC=C1)C[C@@H](C(=O)N[C@@H](CCCC1=CC=CC=C1)B(O)O)NC(=O)C1=NC=CN=C1 ((R)-1-((S)-3-(oxazol-2-yl)-2-(pyrazine-2-carboxamido)propanamido)-4-phenylbutyl)boronic acid